CC=1C(=NC=CC1)C(=O)N methylpyridine-2-carboxamide